N1=C(N=CC=C1)C1C[C@H](NCC1)C1=CC=C(C(=O)[O-])C=C1 (S)-4-(4-(pyrimidin-2-yl)piperidin-2-yl)benzoate